1-(N-(3-triethoxysilylpropyl)-2-aminoethyl)-2,3-dicyclohexylguanidine C(C)O[Si](CCCNCCNC(=NC1CCCCC1)NC1CCCCC1)(OCC)OCC